COC1=CC(=CC2=CC=CC=C12)C[C@@H](NC(OCC1=CC=CC=C1)=O)C(NCCCC[C@H](NC(N[C@@H](CCC(=O)OC(C)(C)C)C(=O)OC(C)(C)C)=O)C(=O)OC(C)(C)C)=O tri-tert-butyl (5R,12S,16S)-5-[(4-methoxynaphthalen-2-yl)methyl]-3,6,14-trioxo-1-phenyl-2-oxa-4,7,13,15-tetraazaoctadecane-12,16,18-tricarboxylate